tert-butyl 2-formyl-6,7-dihydro-4H-pyrazolo[1,5-a]pyrazine-5-carboxylate C(=O)C1=NN2C(CN(CC2)C(=O)OC(C)(C)C)=C1